methyl 2-[5-(4,4,5,5-tetramethyl-1,3,2-dioxaborolan-2-yl)benzothiophen-3-yl]acetate CC1(OB(OC1(C)C)C=1C=CC2=C(C(=CS2)CC(=O)OC)C1)C